methylsulfamoyl-sulfonamide CNS(=O)(=O)S(=O)(=O)N